[C@@H]1([C@H](O)[C@@H](O)[C@H](O)[C@H](O1)CO)N[C@@H]([C@H](O)C)C(=O)O β-D-glucopyranosyl-L-threonine